N(C1=CC=CC=C1)C1=C2C=NC=NC2=CC=C1 5-anilinoquinazoline